ClC1=C(C=C(C=C1)C=1C=NN(C1)C)COC1=NN2C(NC(=CC2=O)CCC)=N1 2-[[2-chloro-5-(1-methyl-pyrazol-4-yl)phenyl]methoxy]-5-propyl-4H-[1,2,4]triazolo[1,5-a]pyrimidin-7-one